(R)-diphenylmethoxy-methylpyrrolidine C1(=CC=CC=C1)C(O[C@H]1N(CCC1)C)C1=CC=CC=C1